Cl.FC(CON)(F)F trifluoroethoxyamine hydrochloride